3-[2-(Dimethylamino)ethyl]-1-methylindol CN(CCC1=CN(C2=CC=CC=C12)C)C